ClC1=CC=C(S1)C(=O)NC(C(NC1=CC=C(C=C1)C1(CC1)CN1CCCC1)=O)C1CCCCC1 5-chloro-N-[1-cyclohexyl-2-oxo-2-[[4-[1-(1-pyrrolidinylmethyl)cyclopropyl]phenyl]amino]ethyl]-2-thiophenecarboxamide